O1CNCC=CC1 2,3,4,7-tetrahydro-1,3-oxaazepin